Cl.CC1=NC(=C2N1CCN(C2)C(=O)OC(C)(C)C)C2CCNCC2 tert-butyl 3-methyl-1-(piperidin-4-yl)-5,6-dihydroimidazo[1,5-a]pyrazine-7(8H)-carboxylate hydrochloride